Cl.N1C[C@H](CC1)NC=1C=2C=CC=NC2C(=CC1)C(F)(F)F (S)-N-(pyrrolidin-3-yl)-8-(trifluoromethyl)quinolin-5-amine hydrochloride